CC1=CC=C(C=C1)S(=O)(=O)N1CC(=C(C=C1)CN1CCCC1)O 1-(4'-Methylbenzenesulfonyl)-3-hydroxy-4-(pyrrolidin-1-ylmethyl)pyridin